2-methylpropyl 9,9-bis[(2E)-2-hexen-1-yloxy]-7-nonynoate C(\C=C\CCC)OC(C#CCCCCCC(=O)OCC(C)C)OC\C=C\CCC